O([C@H]1[C@H](O)[C@@H](O)[C@H](O)[C@H](O1)CO)C1=NC2=C(C=CC=C2C=C1)O 8-Hydroxy-2-quinolinyl beta-D-glucopyranoside